C(C1=CC=CC=C1)[C@@H](CO)NC(=O)NC1=CC(=C(C(=C1)O)N1S(NC(C1)=O)(=O)=O)F 1-[(1S)-1-benzyl-2-hydroxy-ethyl]-3-[3-fluoro-5-hydroxy-4-(1,1,4-trioxo-1,2,5-thiadiazolidin-2-yl)phenyl]urea